1,1'-bis(diphenylphosphino)ferrocene Palladium (II) [Pd+2].C1(=CC=CC=C1)P([C-]1C=CC=C1)C1=CC=CC=C1.[C-]1(C=CC=C1)P(C1=CC=CC=C1)C1=CC=CC=C1.[Fe+2]